(R)-(4-(1-(hydroxymethyl)-4-methyl-6-oxo-1,4,5,6-tetrahydropyridazin-3-yl)phenyl)carbamic acid tert-butyl ester C(C)(C)(C)OC(NC1=CC=C(C=C1)C1=NN(C(C[C@H]1C)=O)CO)=O